C(OC1CN(C1)C1=CC(=NC(=C1)C(F)(F)F)C)(OC1=CC=C(C=C1)[N+](=O)[O-])=O 1-(2-methyl-6-(trifluoromethyl)pyridin-4-yl)azetidin-3-yl (4-nitrophenyl) carbonate